N1C=CC2=C1C(NC2)=O 1H,4H,5H,6H-pyrrolo[2,3-c]pyrrol-6-one